C(#N)C=1C=C(C=C(C1)C1CCN(CC1)C)C=1C=C2C(=NN(C2=CC1)C(C)C)COC1=C(C=CC=C1)CC(=O)OCC ethyl 2-(2-((5-(3-cyano-5-(1-methylpiperidin-4-yl)phenyl)-1-isopropyl-1H-indazol-3-yl)methoxy)phenyl)acetate